C(C)(C)(C)OC(=O)N1CC=C(CC1)C=1C=C2C(=CNC2=CC1)CC.S1C(=CC=C1)[Si](CC)(CC)CC Thiophene-2-yl-triethylsilane Tert-butyl-4-(3-ethyl-1H-indol-5-yl)-5,6-dihydropyridine-1(2H)-carboxylate